tert-Butyl 7-(8-((tert-butoxycarbonyl)amino)-3-(1,3-dioxoisoindolin-2-yl)-7-fluoroisoquinolin-6-yl)-8-ethyl-2,3-dihydro-1H-pyrido[2,3-b][1,4]oxazine-1-carboxylate C(C)(C)(C)OC(=O)NC=1C(=C(C=C2C=C(N=CC12)N1C(C2=CC=CC=C2C1=O)=O)C1=C(C2=C(OCCN2C(=O)OC(C)(C)C)N=C1)CC)F